NC=1OC2=CC=C(C=C2C(C1C=O)=O)C 2-AMINO-3-FORMYL-6-METHYLCHROMONE